2-[(2-Fluoroacetyl)-[[(2S)-1-(1-phenylcyclobutanecarbonyl)pyrrolidine-2-carbonyl]amino]amino]acetamide FCC(=O)N(CC(=O)N)NC(=O)[C@H]1N(CCC1)C(=O)C1(CCC1)C1=CC=CC=C1